ClC=1N=C2N(S(C=3C=CC=C(C(NC(COC(C1)=N2)CC(C)C)=O)C3)(=O)=O)COC 6-chloro-11-isobutyl-3-(methoxymethyl)-2,2-dioxo-9-oxa-2λ6-thia-3,5,12,19-tetrazatricyclo[12.3.1.14,8]nonadeca-1(18),4,6,8(19),14,16-hexaen-13-one